C(C)(C)(C)OC(=O)C=1N=CC=NC1.CC=1N(C2=CC=CC=C2C1CC1=CC=C(C2=CC=CC=C12)OC)CCCCC 2-methyl-1-pentyl-1H-indol-3-yl-(4-methoxy-1-naphthyl)methane Tert-butyl-pyrazine-5-carboxylate